COC=1C=C(C=CC1OC)C=1NC2=CC=C(C=C2C1CC)C(=O)NCCN(C)C 2-(3,4-dimethoxyphenyl)-N-[2-(dimethylamino)ethyl]-3-ethyl-1H-indole-5-carboxamide